C12(CCC(CC1)(CC2)CCO)CCO 2,2'-(bicyclo[2.2.2]octane-1,4-diyl)bis(ethan-1-ol)